5-(methoxy-d3)-4-(((7S)-7-(4-(methoxycarbonyl)phenyl)-1-oxa-8-azaspiro[4.5]decane-8-yl)methyl)-7-methyl-1H-indole-1-carboxylic acid tert-butyl ester C(C)(C)(C)OC(=O)N1C=CC2=C(C(=CC(=C12)C)OC([2H])([2H])[2H])CN1[C@@H](CC2(CCCO2)CC1)C1=CC=C(C=C1)C(=O)OC